methyl 4-((1-methylpiperidin-4-yl)amino)-6-oxo-1-(1-(trifluoromethyl)cyclopropyl)-1,6-dihydropyridine-3-carboxylate CN1CCC(CC1)NC=1C(=CN(C(C1)=O)C1(CC1)C(F)(F)F)C(=O)OC